6-bromo-3-((3-methyl-2-oxo-2,3-dihydrobenzo[d]oxazol-6-yl)amino)picolinamide BrC1=CC=C(C(=N1)C(=O)N)NC1=CC2=C(N(C(O2)=O)C)C=C1